4-[(3,5-Diamino-2-pyridyl)amino]-2-[3-(difluoromethoxy)-5-methyl-pyrazol-1-yl]benzonitrile NC=1C(=NC=C(C1)N)NC1=CC(=C(C#N)C=C1)N1N=C(C=C1C)OC(F)F